4-[(4-hydroxy-3-methoxybenzyl)amino]-2-[(1-methyl-1H-pyrazol-4-yl)amino]pyrimidin-5-carboxamide OC1=C(C=C(CNC2=NC(=NC=C2C(=O)N)NC=2C=NN(C2)C)C=C1)OC